(R)-N-(4-(4-amino-7-methyl-5-(4-(pyrrolidine-1-carbonyl)cyclohex-1-en-1-yl)-7H-pyrrolo[2,3-d]pyrimidin-6-yl)-3-fluorophenyl)methacrylamide NC=1C2=C(N=CN1)N(C(=C2C2=CC[C@@H](CC2)C(=O)N2CCCC2)C2=C(C=C(C=C2)NC(C(=C)C)=O)F)C